NC1=C2C(=NC=N1)N(N=C2)C2CN(CCC2)C(CC#N)=O 4-Amino-1-(1-(2-cyanoacetyl)piperidin-3-yl)-1H-pyrazolo[3,4-d]pyrimidine